C(CCC)C1=NC=C2N=C(N(C2=N1)C)N1N=CC=N1 butyl-9-methyl-8-(2H-1,2,3-triazol-2-yl)-9H-purin